OC1=C(C=CC=C1)C1=CC(=CC=C1)CC(=O)ON1C(CCC1=O)=O 2,5-dioxopyrrolidin-1-yl 2-(2'-hydroxy-[1,1'-biphenyl]-3-yl)acetate